N,N-dilaurylthiourea C(CCCCCCCCCCC)N(C(=S)N)CCCCCCCCCCCC